3-(7-(4-chloro-3-hydroxynaphthalen-1-yl)-8-fluoro-2-(((2R,7aS)-2-fluorohexahydro-1H-pyrrolizin-7a-yl)methoxy)pyrido[4,3-d]pyrimidin-4-yl)-3-azabicyclo[3.2.1]octan-6-ol ClC1=C(C=C(C2=CC=CC=C12)C1=C(C=2N=C(N=C(C2C=N1)N1CC2CC(C(C1)C2)O)OC[C@]21CCCN1C[C@@H](C2)F)F)O